N-(hexadecyloxypropyl)-N-hydroxyethylhexadecanoamide C(CCCCCCCCCCCCCCC)OCCCN(C(CCCCCCCCCCCCCCC)=O)CCO